1-(4-((2-(2-isopropylphenyl)-8-oxo-7,8-dihydro-9H-purin-9-yl)methyl)phenyl)-1H-pyrazole-3-carbonitrile C(C)(C)C1=C(C=CC=C1)C1=NC=C2NC(N(C2=N1)CC1=CC=C(C=C1)N1N=C(C=C1)C#N)=O